methyl 5-amino-2-((1r,4r)-4-(4-(tert-butoxycarbonyl)piperazin-1-yl)cyclohexyl)-2H-indazole-6-carboxylate NC1=CC2=CN(N=C2C=C1C(=O)OC)C1CCC(CC1)N1CCN(CC1)C(=O)OC(C)(C)C